C1(=CC=CC=C1)C1=C(C(=NN=N1)C=1[Se]C2=C(C1C1=CC=CC=C1)C=CC=C2)C2=CC=CC=C2 diphenyl(phenylbenzselenophenyl)triazine